5-(2-(tert-butylamino)-2-oxoacetyl)-N-(5-fluoropyridin-2-yl)-1,2,4-trimethyl-1H-pyrrole-3-carboxamide C(C)(C)(C)NC(C(=O)C1=C(C(=C(N1C)C)C(=O)NC1=NC=C(C=C1)F)C)=O